octahydro-2,7-naphthyridine-2-carboxylic acid tert-butyl ester C(C)(C)(C)OC(=O)N1CC2CNCCC2CC1